BrC1=CSC2=C1C(NC=C2Cl)=O 3-Bromo-7-chlorothieno[3,2-c]pyridin-4(5H)-one